Isobutyl 5-fluoro-3-(1-((1-(2-((4-phenoxyphenyl)sulfonamido)ethyl)piperidin-4-yl)methyl)-1H-1,2,3-triazol-4-yl)-1H-indol-2-carboxylat FC=1C=C2C(=C(NC2=CC1)C(=O)OCC(C)C)C=1N=NN(C1)CC1CCN(CC1)CCNS(=O)(=O)C1=CC=C(C=C1)OC1=CC=CC=C1